4,5-difluoro-1,6-dimethyl-1H-indol FC1=C2C=CN(C2=CC(=C1F)C)C